ClC1=C(C=CC(=C1)F)C1=CC(OC2=CC(=CC=C12)O[C@@H](C(=O)N1C[C@H](CCC1)CC(=O)O)C)=O 2-[(3R)-1-[(2R)-2-[4-(2-chloro-4-fluoro-phenyl)-2-oxo-chromen-7-yl]oxypropanoyl]-3-piperidyl]acetic acid